ClC1=CC=C(C(=N1)NCC1CCOCC1)[N+](=O)[O-] 6-chloro-3-nitro-N-((tetrahydro-2H-pyran-4-yl)methyl)pyridin-2-amine